9,9-bis[4-(2-mercapto-3-acryloyloxypropyl)phenyl]Fluorene SC(CC1=CC=C(C=C1)C1(C2=CC=CC=C2C=2C=CC=CC12)C1=CC=C(C=C1)CC(COC(C=C)=O)S)COC(C=C)=O